C(OC1(CCC=2C=CN(C2C1)S(=O)(=O)C1=CC=C(C)C=C1)C(F)(F)F)([2H])([2H])[2H] 6-(methoxy-d3)-1-tosyl-6-(trifluoromethyl)-4,5,6,7-tetrahydro-1H-indole